(2R)-1-[2-[2-(8-chloro-4-oxo-chromen-2-yl)-5-(trifluoromethyl)phenoxy]acetyl]pyrrolidine-2-carboxylic acid ClC=1C=CC=C2C(C=C(OC12)C1=C(OCC(=O)N2[C@H](CCC2)C(=O)O)C=C(C=C1)C(F)(F)F)=O